tert-butyl 6-fluoro-1-methyl-1H-pyrazolo[3,4-b]pyridine-3-carboxylate FC1=CC=C2C(=N1)N(N=C2C(=O)OC(C)(C)C)C